OC(C(=O)OCCCC)CCCCCCCCCCCC butyl hydroxytetradecanoate